BrC1=C(C=NN(C1=O)C)N[C@@H]1C[C@@H](CN(C1)C)C1=CC=C(C(=O)N2CCC3(CC2)CCN(CC3)C3=CC=C(C=N3)OC3C(NC(CC3)=O)=O)C=C1 3-[[6-[3-[4-[(3R,5R)-5-[(5-bromo-1-methyl-6-oxo-pyridazin-4-yl)amino]-1-methyl-3-piperidyl]benzoyl]-3,9-diazaspiro[5.5]undecan-9-yl]-3-pyridyl]oxy]piperidine-2,6-dione